1,4,5,8,9,10-Hexamethylanthracen CC1=CC=C(C2=C(C3=C(C=CC(=C3C(=C12)C)C)C)C)C